NC=1N=C(C2=C(N1)CN(C2=O)CC2CC(CCC2)C(F)(F)F)C(F)(F)F 2-amino-4-(trifluoromethyl)-6-((3-(trifluoromethyl)cyclohexyl)methyl)-6,7-dihydro-5H-pyrrolo[3,4-d]pyrimidin-5-one